FC1(C[C@@]12C[C@H](N(CC2)C(=O)OCC2=CC=CC=C2)C2=CC=C(C=C2)C(=O)OC)F benzyl (3R,5S)-1,1-difluoro-5-(4-(methoxycarbonyl)phenyl)-6-azaspiro[2.5]octane-6-carboxylate